C1=CC=CC=2C3=CC=CC=C3C(C12)COC(=O)N[C@H](C(=O)OCC1=CC=CC=C1)CNC(=O)OC(C)(C)C Benzyl (S)-2-((((9H-fluoren-9-yl)methoxy)carbonyl)amino)-3-((tert-butoxycarbonyl)amino)propanoate